Vinyldimethoxy-butoxysilane C(=C)[Si](OCCCC)(OC)OC